O1CCC2=C1C=CC(=C2)S(=O)(=O)N2CCC(CC2)C=2C(=CC=1N(C2)N=CN1)C(F)(F)F 6-(1-((2,3-dihydrobenzofuran-5-yl)sulfonyl)piperidin-4-yl)-7-(trifluoromethyl)-[1,2,4]triazolo[1,5-a]pyridine